3-{[2-hydroxy-3-(2-hydroxyethyl)-2H-1,2-benzoxaborole-6-yl]Amino}-1H-pyrazole-4-carboxamide OB1OC2=C(C1CCO)C=CC(=C2)NC2=NNC=C2C(=O)N